C(C)(=O)C1=C(C=CC(=C1)F)NC1=C(C(=O)OC)C=C(C(=C1)Cl)F methyl 2-((2-acetyl-4-fluorophenyl) amino)-4-chloro-5-fluoro-benzoate